(5-amino-2-bromo-phenyl)-acetic acid NC=1C=CC(=C(C1)CC(=O)O)Br